OC[C@@H](C1=CC=CC=C1)NC(C#N)C(CC)(C)C 2-[[(1R)-2-hydroxy-1-phenyl-ethyl]amino]-3,3-dimethyl-pentanenitrile